Methyl (S)-2-(4-(6-((6-bromo-4-fluoropyridin-3-yl)methoxy)pyridin-2-yl)-2,5-difluorobenzyl)-1-(oxetan-2-ylmethyl)-1H-benzo[d]imidazole-6-carboxylate BrC1=CC(=C(C=N1)COC1=CC=CC(=N1)C1=CC(=C(CC2=NC3=C(N2C[C@H]2OCC2)C=C(C=C3)C(=O)OC)C=C1F)F)F